COC(C=C)=O.N1=C(N)N=C(N)N=C1N melamine (methyl)acrylate